isothiocyanato-2-methyl-1,2,3,6-tetrahydropyridine-4-carboxylate N(=C=S)N1C(CC(=CC1)C(=O)[O-])C